N-(3-chloro-5-methanesulfonamidophenyl)-4-[5-(3,3-difluoroazetidin-1-yl)-3-{[3-fluoro-5-(trifluoromethyl)phenyl]methoxy}pyridin-2-yl]-5-(hydroxymethyl)thiophene-2-carboxamide ClC=1C=C(C=C(C1)NS(=O)(=O)C)NC(=O)C=1SC(=C(C1)C1=NC=C(C=C1OCC1=CC(=CC(=C1)C(F)(F)F)F)N1CC(C1)(F)F)CO